C(C=C)(=O)N1[C@H](CCCC1)C1=C2C=C(N=CC2=C(C=C1)N1[C@@H]([C@H](C1)N(S(=O)(=O)C)C(C)C)C)NC1=NC(=NC=C1)N1CCC(CC1)OC N-((2R,3S)-1-(5-((R)-1-acryloylpiperidin-2-yl)-3-((2-(4-methoxypiperidin-1-yl)pyrimidin-4-yl)amino)isoquinolin-8-yl)-2-methylazetidin-3-yl)-N-isopropylmethanesulfonamide